(2R,3R)-3-((2-(1H-pyrrol-1-yl)ethyl)disulfanyl)-2-(2,4-difluorophenyl)-1-(1H-1,2,4-triazol-1-yl)butan-2-ol N1(C=CC=C1)CCSS[C@@H]([C@@](CN1N=CN=C1)(O)C1=C(C=C(C=C1)F)F)C